NC1=CC=C(C=C1)N1N=C(C(=C1)N(C(C1=CC=C(C=C1)OC(F)(F)F)=O)C)C N-[1-(4-aminophenyl)-3-methylpyrazol-4-yl]-N-methyl-4-(trifluoromethoxy)benzamide